FC(C(=O)O)(F)F.CC=1N=CC=2N(C1)C=C(N2)NC(=O)N2CCC=1C2=NC=CC1N1C[C@@H](NCC1)C (S)-N-(6-methylimidazo[1,2-a]pyrazin-2-yl)-4-(3-methylpiperazin-1-yl)-2,3-dihydro-1H-pyrrolo[2,3-b]pyridine-1-carboxamide 2,2,2-trifluoroacetate